3-(1-((tert-butyldimethylsilyl)oxy)-2,2,2-trifluoroethyl)-7-(((3S,4R)-3-fluoro-1-methylpiperidin-4-yl)amino)benzo[b]thiophene-2-carbonitrile [Si](C)(C)(C(C)(C)C)OC(C(F)(F)F)C=1C2=C(SC1C#N)C(=CC=C2)N[C@H]2[C@H](CN(CC2)C)F